COC1=CC=C(C=C1)[C@H]([C@H](C(C)C)NC(=O)C1(CC1)C(F)(F)F)OC=1C=C2C=NN(C2=CC1)C1=CN(C(C=C1)=O)C N-((1R,2S)-1-(4-methoxyphenyl)-3-methyl-1-((1-(1-methyl-6-oxo-1,6-dihydropyridin-3-yl)-1H-indazol-5-yl)oxy)butan-2-yl)-1-(trifluoromethyl)cyclopropane-1-carboxamide